C(C)N1CC2=CC(=C(C=C2CC1)NC1=NC=C(C(=N1)C1=CC2=C(C(N(CCS2(=O)=O)C)=O)S1)C(F)(F)F)CC 7-(2-((2,7-diethyl-1,2,3,4-tetrahydroisoquinolin-6-yl)amino)-5-(trifluoromethyl)pyrimidin-4-yl)-4-methyl-3,4-dihydrothieno[2,3-f][1,4]thiazepin-5(2H)-one 1,1-dioxide